(R)-2-(((benzyloxy)carbonyl)amino)-3-methylbutyric acid chloromethyl ester ClCOC([C@@H](C(C)C)NC(=O)OCC1=CC=CC=C1)=O